(R)-methyl-6-((4-chloro-3-fluorophenyl)sulfonyl)-1-(4-fluorophenyl)-4,4a,5,6,7,8-hexahydro-1H-pyrazolo[3,4-g]isoquinoline-4a-carboxylate COC(=O)[C@@]12CC3=C(C=C2CCN(C1)S(=O)(=O)C1=CC(=C(C=C1)Cl)F)N(N=C3)C3=CC=C(C=C3)F